C(CS)(=O)[O-].[Fe+3].C(CS)(=O)[O-].C(CS)(=O)[O-] ferric thioglycolate